N(=C=O)C(C)(C)C1=CC(=CC=C1)C(=C)C 1-(1-isocyanato-1-methylethyl)-3-isopropenyl-benzene